3-(2-(5-(3-bromobenzylidene)-3-(4-methoxyphenyl)-4-oxothiazolidin-2-ylidene)hydrazono)-5-fluoroindol-2-one BrC=1C=C(C=C2C(N(C(S2)=NN=C2C(NC3=CC=C(C=C23)F)=O)C2=CC=C(C=C2)OC)=O)C=CC1